C(C)(C)(C)OC(=O)N1[C@H](C=C(C1)C=1C=C(C=CC1)C)C(=O)O (R)-1-(tert-butoxycarbonyl)-4-(m-tolyl)-2,5-dihydro-1H-pyrrole-2-carboxylic acid